[2-chloro-4-[[3-[1-(2,2-difluoroethyl)-3-(trifluoromethyl)pyrazol-4-yl]imidazo[1,2-a]pyrazin-8-yl]amino]phenyl]-[4-[(2S)-pyrrolidine-2-carbonyl]piperazin-1-yl]methanone ClC1=C(C=CC(=C1)NC=1C=2N(C=CN1)C(=CN2)C=2C(=NN(C2)CC(F)F)C(F)(F)F)C(=O)N2CCN(CC2)C(=O)[C@H]2NCCC2